Methyl (S)-3-((tert-butoxycarbonyl)amino)-4-hydroxybutanoate C(C)(C)(C)OC(=O)N[C@@H](CC(=O)OC)CO